C(C(=C)C)(=O)OCCC[Si](OC)(OC)OC 3-(methacryloyloxy)propyl-trimethoxyl-silane